4-(3-bromopropoxy)-1-chloro-2-fluorobenzene BrCCCOC1=CC(=C(C=C1)Cl)F